C(C)(C)(C)OC(=O)N1CC2(C1)CCN(CC2)C2=NC(=NC1=C(C(=C(C=C21)C=C)C2=C1C=NNC1=CC=C2C)OCC(F)F)OC2CCN(CC2)C 7-{8-(2,2-difluoroethoxy)-7-(5-methyl-1H-indazol-4-yl)-2-[(1-methylpiperidin-4-yl)oxy]-6-Vinylquinazolin-4-yl}-2,7-diazaspiro[3.5]Nonane-2-carboxylic acid tert-butyl ester